Boc-L-proline methylthiomethylene ester CSCOC([C@H]1N(CCC1)C(=O)OC(C)(C)C)=O